6-fluoro-4-methoxy-2-(2-methylsulfanyl-5-pyrimidinyl)-5-trifluoromethylpyrimidine FC1=C(C(=NC(=N1)C=1C=NC(=NC1)SC)OC)C(F)(F)F